BrC1=CC(=C(O[C@H](C(=O)OC)CC2CC2)C=C1)C1=NOCC1OCCCC methyl (2S)-2-[4-bromo-2-(4-butoxy-4,5-dihydroisoxazol-3-yl)phenoxy]-3-cyclopropylpropanoate